C(C)(C)(C)C1=C(C=CC(=C1)C(C)(C)C)OC(C1=CC(=C(C(=C1)C(C)(C)C)O)C(C)(C)C)=O.COC(CSC)OC 1,1-dimethoxy-2-(methylthio)ethane 2,4-di-tert-butylphenyl-3,5-di-tert-butyl-4-hydroxybenzoate